O=C1N(C2=CC(=CC=C2C12CCN(CC2)C(=O)OC)B2OC(C(O2)(C)C)(C)C)C2CC(C2)N2CCCCC2 methyl 2-oxo-1-((1s,3s)-3-(piperidin-1-yl)cyclobutyl)-6-(4,4,5,5-tetramethyl-1,3,2-dioxaborolan-2-yl)spiro[indoline-3,4'-piperidine]-1'-carboxylate